COC(=O)C1=CN(C(C=C1)=O)C[C@H](C)N (S)-1-(2-aminopropyl)-6-oxo-1,6-dihydropyridine-3-carboxylic acid methyl ester